N=1N2C(C(NC1)=O)=NC=C2 imidazo[2,1-f][1,2,4]triazin-4(3H)-one